zinc bistrifluoromethanesulfonimide salt [N-](S(=O)(=O)C(F)(F)F)S(=O)(=O)C(F)(F)F.[Zn+2].[N-](S(=O)(=O)C(F)(F)F)S(=O)(=O)C(F)(F)F